8,8-diethyl-6-{[2-(trimethylsilyl)ethoxy]methyl}-2-vinyl-6H-spiro[1,6-naphthyridine-5,3'-oxetan]-7(8H)-one C(C)C1(C(N(C2(COC2)C=2C=CC(=NC12)C=C)COCC[Si](C)(C)C)=O)CC